2-(trimethylsilyl)-ethanol C[Si](CCO)(C)C